C(C)NS(=O)(=O)C1=C(C=CC(=C1)B1OC(C(O1)(C)C)(C)C)OC N-ethyl-2-methoxy-5-(4,4,5,5-tetramethyl-1,3,2-dioxaborolan-2-yl)benzenesulfonamide